3-[[4-(2,6-dimethylphenyl)-6-[(2R)-4,4-dimethyl-2-[(2,2,6,6-tetramethyltetrahydropyran-4-yl)methylamino]pentoxy]pyrimidin-2-yl]sulfamoyl]benzoic acid CC1=C(C(=CC=C1)C)C1=NC(=NC(=C1)OC[C@@H](CC(C)(C)C)NCC1CC(OC(C1)(C)C)(C)C)NS(=O)(=O)C=1C=C(C(=O)O)C=CC1